S1C(=NC2=C1C=CC=C2)NC2=C(C=C(N=N2)N(C=2SC(=C(N2)C(=O)OCC)C2CN(C2)CC(C)C)C)C ethyl 2-({6-[(1,3-benzothiazol-2-yl) amino]-5-methylpyridazin-3-yl} (methyl) amino)-5-[1-(2-methylpropyl) azetidin-3-yl]-1,3-thiazole-4-carboxylate